N[C@@H]1[C@@H](OCC12CCN(CC2)C2=CN=C1ON(ONC1=N2)C=2C(=C(C=CC2)NC(=O)C=2C=CC=C1C=CN(C21)C)Cl)C N-(3-(7-((3S,4S)-4-amino-3-methyl-2-oxa-8-azaspiro[4.5]decane-8-yl)-2,4-dioxa-1,2-dihydropteridine-3(4H)-yl)-2-chlorophenyl)-1-methyl-1H-indole-7-carboxamide